The molecule is a diester obtained by formal condensation of the carboxy groups of glutaric acid with the hydroxy groups of (R)-1,2-di-O-dodecanylglycerol and 7-hydroxy-6-methylphenoxazin-3-one. It is an ether lipid, a diester and a phenoxazine. It derives from a glutaric acid. It is an enantiomer of a (S)-1,2-di-O-dodecanylglycero-3-glutaric acid 6'-methylresorufin ester. CCCCCCCCCCCCOC[C@H](COC(=O)CCCC(=O)OC1=C(C2=C(C=C1)N=C3C=CC(=O)C=C3O2)C)OCCCCCCCCCCCC